C(CCCC)N1CN(CN(C1)CCCCC)CCCCC hexahydro-1,3,5-tripentyl-1,3,5-triazine